6-Chloro-1H-pyrrolo[2,3-b]pyridine ClC1=CC=C2C(=N1)NC=C2